C(C)C1=NC=CC=C1C1=CC(=NC=C1)C#N Ethyl-2'-cyano-3,4'-bipyridine